5-methyloctahydropyrrolo[3,4-b]pyrrole CN1CC2NCCC2C1